NC1=C(C=C(C=2C(C3=CC=C(C=C3C(C12)=O)S(=O)(=O)O)=O)Br)S(=O)(=O)O 1-amino-4-bromoanthraquinone-2,7-disulfonic acid